O1C(=NC2=C1C=CC=C2)C2(CCN(CC2)C2=C(C(N(C1=CC=CC=C21)C)=O)C(=O)N)C 4-[4-(1,3-benzoxazol-2-yl)-4-methylpiperidin-1-yl]-1-methyl-2-oxo-1,2-dihydroquinoline-3-carboxamide